NC1=CC=C(C(=O)C2=CC=C(C=C2)O)C=C1 4-amino-4'-hydroxybenzophenone